N-(rac-(4S,5S)-3-((R)-1-amino-3-hydroxypropyl)-7-ethyl-4-(4-fluorophenyl)-6-oxo-1-phenyl-4,5,6,7-tetrahydro-1H-pyrazolo[3,4-b]pyridin-5-yl)-3-(trifluoromethyl)benzamide N[C@H](CCO)C1=NN(C=2N(C([C@H]([C@H](C21)C2=CC=C(C=C2)F)NC(C2=CC(=CC=C2)C(F)(F)F)=O)=O)CC)C2=CC=CC=C2 |&1:11,12|